tert-butyl (trans)-4-((5-((4-bromo-2-cyclopropyl-5-methylphenyl)amino)-1-methyl-1H-pyrazolo[4,3-b]pyridin-3-yl)oxy)cyclohexane-1-carboxylate BrC1=CC(=C(C=C1C)NC1=CC=C2C(=N1)C(=NN2C)O[C@@H]2CC[C@H](CC2)C(=O)OC(C)(C)C)C2CC2